(S)-4-hydroxybutyl 2-(tert-butoxycarbonylamino)-3-methylbutanoate C(C)(C)(C)OC(=O)N[C@H](C(=O)OCCCCO)C(C)C